ClC1=C(C=C2C=C(N=CC2=C1)NC(=O)C1CC(C1)C(C)C)C1CCN(CC1)C1(COCC1O)C Rac-N-(7-chloro-6-(1-(4-hydroxy-3-methyltetrahydrofuran-3-yl)piperidin-4-yl)isoquinolin-3-yl)-3-isopropylcyclobutane-1-carboxamide